C1(CC1)N1C(C[C@@H](C1)CN1N=C2N=C(C=CC2=C1)C1=C(C=C(C=C1C)C(F)(F)F)O)=O (S)-1-cyclopropyl-4-((6-(2-hydroxy-6-methyl-4-(trifluoromethyl)phenyl)-2H-pyrazolo[3,4-b]pyridin-2-yl)methyl)pyrrolidin-2-one